N,N-bis(tridecyl)-1H-1,2,4-triazole-1-methylamine C(CCCCCCCCCCCC)N(CN1N=CN=C1)CCCCCCCCCCCCC